1-(1-(2-([1,1'-biphenyl]-4-yl)acetyl)piperidin-4-yl)-1H-benzo[d]imidazol-2(3H)-one C1(=CC=C(C=C1)CC(=O)N1CCC(CC1)N1C(NC2=C1C=CC=C2)=O)C2=CC=CC=C2